FC=1C(=NC=CC1)[C@H](C)NC(=O)[C@H]1CN(CC[C@@H]1NC(=O)C1=NOC(=C1)C1=C(C=C(C=C1)F)F)C1CCC1 (3S,4S)-1-Cyclobutyl-4-{[5-(2,4-difluoro-phenyl)-isoxazole-3-carbonyl]-amino}-piperidine-3-carboxylic acid [(S)-1-(3-fluoro-pyridin-2-yl)-ethyl]-amide